2-(fluoromethyl)acrylic acid FCC(C(=O)O)=C